BrC(C(C(C(F)(F)Br)(F)F)(F)F)(F)F 1,4-dibromo-1,1,2,2,3,3,4,4-octafluorobutane